FC1=C(C=CC(=C1)F)N1CCNCC1 1-(2,4-difluorophenyl)piperazine